4-((3-(7-(((3S,4R)-3-fluoro-1-methylpiperidin-4-yl)amino)-3-vinyl-2H-indazol-2-yl)prop-2-yn-1-yl)amino)-3-methoxybenzamide F[C@H]1CN(CC[C@H]1NC1=CC=CC2=C(N(N=C12)C#CCNC1=C(C=C(C(=O)N)C=C1)OC)C=C)C